(4-hydroxymethylthiazol-2-yl)methanol OCC=1N=C(SC1)CO